ClC=1C(=C(C=CC1)NC1=C(NC2=C1C(NC[C@H](C2)C)=O)C2=C(C=NC=C2)OCC(C)(C)O)OC (S)-3-((3-chloro-2-methoxyphenyl)amino)-2-(3-(2-hydroxy-2-methylpropoxy)pyridin-4-yl)-7-methyl-5,6,7,8-tetrahydropyrrolo[3,2-c]azepin-4(1H)-one